FC(C1=CC=C(C=C1)SCC[C@@]12CC(C[C@H]1[C@@H]1CC=C3C[C@H](CC[C@]3(C)[C@H]1CC2)O)=O)(F)F (4-trifluoromethylphenylsulfanylmethyl)-16-oxo-androsta-5-en-3beta-ol